tertbutyl alcohol (R)-tert-butyl-4-bromo-2-(((tert-butyldimethylsilyl)oxy)methyl)indoline-1-carboxylate C(C)(C)(C)[C@@]1(N(C2=CC=CC(=C2C1)Br)C(=O)OC(C)(C)C)CO[Si](C)(C)C(C)(C)C